8-bromo-5,6-dihydro-4H-pyrrolo[3,2,1-ij]quinolin-2(1H)-one BrC=1C=C2CCCN3C2=C(C1)CC3=O